3-iodoimidazo[1,2-a]pyridine-7-carbonitrile IC1=CN=C2N1C=CC(=C2)C#N